tert-butyl (3R)-3-(methanesulfonyloxy)pyrrolidine-1-carboxylate CS(=O)(=O)O[C@H]1CN(CC1)C(=O)OC(C)(C)C